2-(benzyloxy)-4-((1-methyl-1H-pyrazol-3-yl)oxy)benzaldehyde C(C1=CC=CC=C1)OC1=C(C=O)C=CC(=C1)OC1=NN(C=C1)C